(S)-4-((((9H-fluoren-9-yl)methoxy)carbonyl)amino)-5-(tert-butoxy)-5-oxopentanoic acid C1=CC=CC=2C3=CC=CC=C3C(C12)COC(=O)N[C@@H](CCC(=O)O)C(=O)OC(C)(C)C